C(C)(C)OC(CC1=CN(C2=CC=CC=C12)C1=NC(=NC=C1Cl)NC1=C(C=C2CCN(CC2=C1)C)OC)=O 2-(1-(5-chloro-2-((6-methoxy-2-methyl-1,2,3,4-tetrahydroisoquinolin-7-yl)amino)pyrimidin-4-yl)-1H-indol-3-yl)acetic acid isopropyl ester